methyl 3-((2-((3,3-difluorocyclohexyl)(1-ethyl-1H-pyrazole-5-carboxamido)methyl)imidazo[1,2-b]pyridazin-6-yl)methyl)-5,5-difluoro-2-oxopiperidine-3-carboxylate FC1(CC(CCC1)C(C=1N=C2N(N=C(C=C2)CC2(C(NCC(C2)(F)F)=O)C(=O)OC)C1)NC(=O)C1=CC=NN1CC)F